(2S,3R)-2-amino-3-(2-aminoethyl)-6-boronohexanoic Acid Dihydrochloride Cl.Cl.N[C@H](C(=O)O)[C@H](CCCB(O)O)CCN